tert-butyl N-[(1R)-1-[methoxy(methyl)carbamoyl]-3-methyl-butyl]carbamate CON(C(=O)[C@@H](CC(C)C)NC(OC(C)(C)C)=O)C